2-ethyl-Heptanediol C(C)C(C(O)O)CCCCC